C(C)NC(=O)NC1=CC=C(C=C1)C=1N=C(C2=C(N1)CN(CC2)C2COC2)N2[C@H](COCC2)C (S)-1-ethyl-3-(4-(4-(3-methylmorpholino)-7-(oxetan-3-yl)-5,6,7,8-tetrahydropyrido[3,4-d]pyrimidin-2-yl)phenyl)urea